tert-butyl 4-(((5-chloro-2-(trifluoromethoxy)benzyl)amino)methyl)piperidine-1-carboxylate ClC=1C=CC(=C(CNCC2CCN(CC2)C(=O)OC(C)(C)C)C1)OC(F)(F)F